N,N'-methylenediacrylamide C(NC(C=C)=O)NC(C=C)=O